FCC1=C(C=2[C@@](C3=C(NC2N=C1)CC(CC3=O)(C)C)(C3=CC=CC=C3)C)C#N (S)-3-(fluoromethyl)-5,8,8-trimethyl-6-oxo-5-phenyl-5,6,7,8,9,10-hexahydrobenzo[b][1,8]naphthyridine-4-carbonitrile